(2R)-2-amino-3-{7-methyl-4-[(thiophen-2-ylmethyl)amino]thieno[3,2-c]pyridazin-6-yl}propan-1-ol N[C@@H](CO)CC1=C(C=2N=NC=C(C2S1)NCC=1SC=CC1)C